FC(OCC1CC(C1)C(=O)O)(F)F 3-(trifluoromethoxymethyl)cyclobutanecarboxylic acid